5-chloro-3-((4-methyl-3-(piperazin-1-yl)phenyl)thio)-1H-indole ClC=1C=C2C(=CNC2=CC1)SC1=CC(=C(C=C1)C)N1CCNCC1